C(C)OC1=NC(=NC=C1F)C1=NN(C2=NC=C(C=C21)F)CC2=C(C=CC=C2)F 3-(4-ethoxy-5-fluoropyrimidin-2-yl)-5-fluoro-1-(2-fluorobenzyl)-1H-pyrazolo[3,4-b]pyridine